N-(5,6,7,8-tetrahydroquinolin-8-yl)-6,8-dihydro-1H-furo[3,4-d]pyrrolo[3,2-b]pyridine-2-carboxamide N1=CC=CC=2CCCC(C12)NC(=O)C1=CC2=NC=C3C(=C2N1)COC3